3-(4-((2-((R)-3-(4-amino-3-(4-phenoxyphenyl)-1H-pyrazolo[3,4-d]pyrimidin-1-yl)piperidin-1-yl)ethyl)thio)-1-oxoisoindoline-2-yl)piperidine-2,6-dione NC1=C2C(=NC=N1)N(N=C2C2=CC=C(C=C2)OC2=CC=CC=C2)[C@H]2CN(CCC2)CCSC2=C1CN(C(C1=CC=C2)=O)C2C(NC(CC2)=O)=O